(1R,3S,5R)-2-(2-(4-amino-6-(trifluoromethyl)-9H-pyrimido[4,5-b]indol-9-yl)acetyl)-N-(6-chloropyridin-2-yl)-5-methyl-2-azabicyclo[3.1.0]hexane-3-carboxamide NC1=NC=NC=2N(C3=CC=C(C=C3C21)C(F)(F)F)CC(=O)N2[C@@H]1C[C@@]1(C[C@H]2C(=O)NC2=NC(=CC=C2)Cl)C